6-chloro-4-(2,2-difluoroethoxy)pyridazin-3-amine ClC1=CC(=C(N=N1)N)OCC(F)F